C1(CC1)C1=C(C=CC=C1)[C@H](C(C)(C)O)S[C@@H]1O[C@@H]([C@@H]([C@@H]([C@H]1O)N1N=NC(=C1)C1=CC(=C(C(=C1)F)F)F)O)CO (2S,3R,4S,5R,6R)-2-(((R)-1-(2-cyclopropylphenyl)-2-hydroxy-2-methylpropyl)thio)-6-(hydroxymethyl)-4-(4-(3,4,5-trifluorophenyl)-1H-1,2,3-triazol-1-yl)tetrahydro-2H-pyran-3,5-diol